N(=[N+]=[N-])CCCCNC(\C=C/C1=CC=CC=C1)=O (Z)-N-(4-azidobutyl)-3-phenylacrylamide